2,4-dichloroacetanilide CC(=O)NC1=C(C=C(C=C1)Cl)Cl